3-(ETHOXYCARBONYL)-5-METHOXYBENZOFURAN-2-YLBORONIC ACID C(C)OC(=O)C1=C(OC2=C1C=C(C=C2)OC)B(O)O